1,3-cyclododecanediol C1(CC(CCCCCCCCC1)O)O